NCCC[SiH2]C(O)O 3-Aminopropyldihydroxymethylsilan